dibenzyl ((1R,2R,3S,4R,5R,6S)-4-(((3R,6S)-3-azido-6-((benzyl((benzyloxy)carbonyl)amino)methyl)tetrahydro-2H-pyran-2-yl)oxy)-2,5,6-trihydroxycyclohexane-1,3-diyl)dicarbamate N(=[N+]=[N-])[C@H]1C(O[C@@H](CC1)CN(C(=O)OCC1=CC=CC=C1)CC1=CC=CC=C1)O[C@@H]1[C@H]([C@@H]([C@H]([C@@H]([C@H]1O)O)NC(OCC1=CC=CC=C1)=O)O)NC(OCC1=CC=CC=C1)=O